CN(CCN(C1=C(C=C(C(=C1)OC)NC1=NC=NC(=C1)N1OCC[C@@H]1C1=CC(=CC(=C1)C1=CSC=C1)F)NC(C=C)=O)C)C (R)-N-(2-((2-(dimethylamino)ethyl)(methyl)amino)-5-((6-(3-(3-fluoro-5-(thiophen-3-yl)phenyl)isoxazolidin-2-yl)pyrimidin-4-yl)amino)-4-methoxyphenyl)acrylamide